octadecyl-propyl-dimethyl-amine oxide C(CCCCCCCCCCCCCCCCC)C[N+](C)(CCC)[O-]